C(#N)CCN1CCN(CC1)C(=O)C1CN(C(O1)C(F)(F)F)C1=CC(=C(C#N)C=C1)C(F)(F)F 4-(5-(4-(2-Cyanoethyl)piperazin-1-carbonyl)-2-(trifluoromethyl)oxazolidin-3-yl)-2-(trifluoromethyl)benzonitril